O=C1OC2=C(N1)C=CC(=C2)C2N(CCCC2)C(=O)NCCCCC2=CC=CC=C2 2-(2-oxo-3H-1,3-benzoxazol-6-yl)-N-(4-phenylbutyl)piperidine-1-carboxamide